NC1=NC(=NC(=N1)N)CCOC(C(=C)C)=O 2,4-diamino-6-methacryloxyethyl-s-triazine